2,7-dibromo-fluorene BrC1=CC=2CC3=CC(=CC=C3C2C=C1)Br